C(C)(C)(C)OC(=O)NN(C)C(C1=C(C(=CC(=C1)C)Br)F)=O 2-(3-Bromo-2-fluoro-5-methylbenzoyl)-2-methylhydrazine-1-carboxylic acid tert-butyl ester